ClC=1C=C(C(N(C1)C)=O)C(=O)O 5-chloro-1-methyl-2-oxo-1,2-dihydropyridine-3-carboxylic acid